C(C)(C)(C)OC(\C=C\OC1=CC2=C(N(C[C@@H](CS2(=O)=O)CCCC)C2=CC=C(C=C2)F)C=C1SCC)=O (S)-(E)-3-((3-butyl-7-(ethylsulfanyl)-5-(4-fluorophenyl)-1,1-dioxido-2,3,4,5-tetrahydro-1,5-benzothiazepin-8-yl)oxy)acrylic acid tert-butyl ester